Hydroxycoumarin Carbamate C(N)(O)=O.OC=1C(OC2=CC=CC=C2C1)=O